3-bromo-5-(trifluoromethyl)pyridineformylhydrazine BrC=1C(=NC=C(C1)C(F)(F)F)C(=O)NN